3-(((tert-butyldiphenylsilyl)oxy)methyl)-bicyclo[1.1.1]pentane-1-carboxylic acid [Si](C1=CC=CC=C1)(C1=CC=CC=C1)(C(C)(C)C)OCC12CC(C1)(C2)C(=O)O